C(CCCCCCC)C(C(=O)OCCN(CCN(CCN1CCN(CC1)CCN(CCC(C(=O)[O-])(CCCCCCCCCC)CCCCCCCC)CCC(C(=O)[O-])(CCCCCCCCCC)CCCCCCCC)CCOC(C(CCCCCCCCCC)CCCCCCCC)=O)CCOC(C(CCCCCCCCCC)CCCCCCCC)=O)CCCCCCCCCC ((2-(4-(2-((2-(bis(2-((2-octyldodecanoyl)oxy)ethyl)amino) ethyl)(2-((2-octyldodecanoyl)oxy) ethyl)amino)ethyl)piperazin-1-yl)ethyl)azanediyl)bis(ethane-2,1-diyl)bis(2-octyldodecanoate)